calcium sulfur silicate [Si]([O-])([O-])([O-])[O-].[S+2].[Ca+2]